C(C1=CC=CC=C1)OC1=CC=C(C=C1)[C@H](C)NC(=O)O[C@@H](C(=O)OC(C)C)CN1N=CN=C1 Propan-2-yl (2R)-2-({[(1S)-1-[4-(benzyloxy)phenyl]ethyl]carbamoyl}oxy)-3-(1H-1,2,4-triazol-1-yl)propanoate